C(=O)O.NC(=O)N urea formate